N-(3-aminobenzyl)-2-(7-methoxy-9H-carbazol-2-yl)acetamide NC=1C=C(CNC(CC2=CC=3NC4=CC(=CC=C4C3C=C2)OC)=O)C=CC1